1-((5-Cyano-1H-pyrazol-3-yl)methyl)-3-(3-(difluoromethyl)phenyl)-1-(2-methoxypyrimidin-5-yl)urea C(#N)C1=CC(=NN1)CN(C(=O)NC1=CC(=CC=C1)C(F)F)C=1C=NC(=NC1)OC